ClC1=C(C=CC=C1)N1C(N=C(C2=C1N=C(C=C2)CC)NC)=O 1-(2-Chlorophenyl)-7-ethyl-4-(methylamino)pyrido[2,3-d]pyrimidin-2(1H)-one